6-methyl-5-nitropicolinic acid CC1=C(C=CC(=N1)C(=O)O)[N+](=O)[O-]